ClC1=C(C(=O)NC2CC2)C=C(C=C1)C=1C=NN(C1)C=1N(N=C(C1C(F)(F)F)OC(C(C(F)(F)F)F)(F)F)C 2-chloro-N-cyclopropyl-5-[1-[5-(1,1,2,3,3,3-hexafluoropropoxy)-2-methyl-4-(trifluoromethyl)pyrazol-3-yl]pyrazol-4-yl]benzamide